C(C)(C)(C)C1=C(C=CC(C1)(Cl)C(C)(C)C)O 2,4-di-tert-butyl-para-chlorophenol